OCCNC1=CC=C(C=C1)N (β-hydroxyethyl)-para-phenylenediamine